CC1=C(C=C(C(=C1)C)N)N 4,6-dimethylbenzene-1,3-diamine